CC(C)N1N=NC(=C1)C(=O)NC1=CNC2=CC=C(C=C12)C=1C=NN(C1)C1=CC=C(C=C1)C(F)(F)F 1-(propan-2-yl)-N-(5-{1-[4-(trifluoromethyl)phenyl]-1H-pyrazol-4-yl}-1H-indol-3-yl)-1H-1,2,3-triazole-4-carboxamide